C[Si](C#CC)(C)C 1-trimethylsilylpropyn